2,6-dioctadecylbenzimidazole C(CCCCCCCCCCCCCCCCC)C=1NC2=C(N1)C=C(C=C2)CCCCCCCCCCCCCCCCCC